C=1(C(=CC=C2C=C3C=CC=CC3=CC12)N)N Anthracendiamin